C(C)(=O)C=1C(OC2=C(C1N1CCNCC1)C=CC(=C2)NC2=NC=CC(=N2)C2=C(C=C(C=C2)F)OC)=O 3-acetyl-7-{[4-(4-fluoro-2-methoxyphenyl)pyrimidin-2-yl]amino}-4-(piperazin-1-yl)-2H-benzopyran-2-one